CCN(CC)CCOC1=CC2=C(C=C1)C3=C(C2=O)C=C(C=C3)OCCN(CC)CC The molecule is a member of the class of fluoren-9-ones that is 9H-fluoren-9-one which is substituted by a 2-(diethylamino)ethoxy group at positions 2 and 7. It is an interferon inducer and a selective alpha7 nicotinic acetylcholine receptor (alpha7 nAChR) agonist. Its hydrochloride salt is used as an antiviral drug. It has a role as an antiviral agent, an interferon inducer, an antineoplastic agent, an anti-inflammatory agent and a nicotinic acetylcholine receptor agonist. It is a member of fluoren-9-ones, a tertiary amino compound, an aromatic ether and a diether. It is a conjugate base of a tilorone(2+).